(R)-1-(2-(6-((2R,6S)-2,6-dimethylmorpholino)pyridin-2-yl)-1,6-naphthyridin-7-yl)ethan-1-amine C[C@H]1O[C@H](CN(C1)C1=CC=CC(=N1)C1=NC2=CC(=NC=C2C=C1)[C@@H](C)N)C